4-bromo-6-(methoxy-d3)-2-(methyl-d3)-2H-indazole BrC=1C2=CN(N=C2C=C(C1)OC([2H])([2H])[2H])C([2H])([2H])[2H]